O=C1NC(CCC1C1=NN(C2=C(C=CC=C12)OC1CCN(CC1)C(=O)C1=C(C=C(C#N)C=C1)F)C)=O 4-(4-((3-(2,6-Dioxopiperidin-3-yl)-1-methyl-1H-indazol-7-yl)oxy)piperidine-1-carbonyl)-3-fluorobenzonitrile